N-myristyl-N-methyl-taurine sodium [Na].C(CCCCCCCCCCCCC)N(CCS(=O)(=O)O)C